C(C)(C)(C)OC(=O)N1[C@H](CC[C@@H](C1)NC(COC1=CC(=C(C=C1)Cl)F)=O)C(NC1=CC(=CC=C1)OC(F)F)=O (2r,5s)-5-[2-(4-chloro-3-fluorophenoxy)acetamido]-2-{[3-(difluoromethoxy)phenyl]carbamoyl}piperidine-1-carboxylic acid tert-butyl ester